NCC1CCC(CC1)C(=O)N[C@@H](CC1=CC=C(C=C1)C1CCC1)C(=O)NCCCC[C@H](NC(N[C@@H](CCC(=O)O)C(=O)O)=O)C(=O)O N6-{N-[(1r,4S)-4-(aminomethyl)cyclohexane-1-carbonyl]-4-cyclobutyl-L-phenylalanyl}-N2-{[(1S)-1,3-dicarboxypropyl]carbamoyl}-L-lysine